ClC1=C(C(=O)NCC(=O)N[C@@H](CC(C)C)B2OC([C@@H]([C@@H](O2)C(=O)OC)O)=O)C=C(C=C1)Cl methyl (4R,5R)-2-((R)-1-(2-(2,5-dichlorobenzamido) acetamido)-3-methylbutyl)-5-hydroxy-6-oxo-1,3,2-dioxaborinane-4-carboxylate